5-(trifluoromethoxy)pyridine-2-carboxylic acid FC(OC=1C=CC(=NC1)C(=O)O)(F)F